(E)-N-(5-((3-amino-5-methylpyridin-2-yl)oxy)pyridin-2-yl)-4-(dimethylamino)but-2-enamide NC=1C(=NC=C(C1)C)OC=1C=CC(=NC1)NC(\C=C\CN(C)C)=O